n-eicosaneamine C(CCCCCCCCCCCCCCCCCCC)N